4,4-Dichloro-2-[(dimethylamino)methylidene]-3-oxobutanoate ClC(C(C(C(=O)[O-])=CN(C)C)=O)Cl